methyl 2-[[[cyclopropyl[(4-methoxyphenyl)imino]methyl]thio]-methyl]-alpha-(methoxymethylene)benzeneacetate C1(CC1)C(SCC1=C(C=CC=C1)C(C(=O)OC)=COC)=NC1=CC=C(C=C1)OC